tert-butyl N-[4-(4-fluorophenyl)-2-[(5-methylsulfanylthieno[2,3-b]pyridine-2-carbonyl)amino]phenyl]carbamate FC1=CC=C(C=C1)C1=CC(=C(C=C1)NC(OC(C)(C)C)=O)NC(=O)C1=CC=2C(=NC=C(C2)SC)S1